3,6-bis(2,6-dimethylphenyl)-1-(4,4,5,5-tetramethyl-1,3,2-dioxaborolan-2-yl)-9H-carbazole CC1=C(C(=CC=C1)C)C=1C=C(C=2NC3=CC=C(C=C3C2C1)C1=C(C=CC=C1C)C)B1OC(C(O1)(C)C)(C)C